C(C)CC(CC(=O)[O-])=O.C(CCC)O.C(CCC)O.C(CCC)O.[Ti+] titanium tri-n-butanol mono(ethylacetoacetate)